bromo-1-fluoro-5-iodo-3-methylbenzene BrC1=C(C=C(C=C1C)I)F